C(C)(=O)[O-].C(CCCCC)[NH+]1CC(CCC1)CCC 1-hexyl-3-propyl-piperidinium acetate